1-((2-(methoxymethyl)-2H-tetrazol-5-yl)(phenyl)methyl)piperazine COCN1N=C(N=N1)C(N1CCNCC1)C1=CC=CC=C1